5-phenyl-3H-1,3-benzoxazole-2-thione C1(=CC=CC=C1)C=1C=CC2=C(NC(O2)=S)C1